C(=O)(OC(C)(C)C)N[C@@H](CC1=CC=C(C=C1)[N+](=O)[O-])C(=O)O Boc-p-nitro-L-phenylalanine